[1-(4-phenylpyrimidin-2-yl)-4-piperidyl]methanone C1(=CC=CC=C1)C1=NC(=NC=C1)N1CCC(CC1)C=O